C(C=C)(=O)OCCCCC[Si](OC)(OC)OC acryloxyamyl-trimethoxysilane